C(C)(C)NC1CCCCC2=C1C=C(C=C2)NC2=NC=C(C(=N2)NN2C(OC1=C2C=CC=C1)=O)C [2-(9-isopropylamino-6,7,8,9-tetrahydro-5H-benzocyclohepten-2-ylamino)-5-methyl-pyrimidin-4-ylamino]-3H-benzoxazol-2-one